6-(3-((tetrahydro-2H-pyran-2-yl)oxy)prop-1-yn-1-yl)chromane-2-carboxylate O1C(CCCC1)OCC#CC=1C=C2CCC(OC2=CC1)C(=O)[O-]